FC=1C(=NC=CC1I)O[C@@H](CO)C (R)-2-((3-fluoro-4-iodopyridin-2-yl)oxy)propan-1-ol